C(C)(C)(C)OC(=O)C1=CC(=NO1)N1[C@@H]2C[C@H]([C@H](C1)C2)OCC=2C(=NOC2C2CC2)C2=C(C=CC=C2Cl)Cl 3-[(1s,4s,5r)-5-[[5-cyclopropyl-3-(2,6-dichlorophenyl)-1,2-oxazol-4-yl]methoxy]-2-azabicyclo[2.2.1]heptan-2-yl]-1,2-oxazole-5-carboxylic acid tert-butyl ester